N-(3-(((3-(1H-imidazol-1-yl)propyl)amino)(phenyl)methyl)phenyl)-1-(3-(aminomethyl)phenyl)-3-(trifluoromethyl)-1H-pyrazole-5-carboxamide N1(C=NC=C1)CCCNC(C=1C=C(C=CC1)NC(=O)C1=CC(=NN1C1=CC(=CC=C1)CN)C(F)(F)F)C1=CC=CC=C1